Cl.N[C@@H]1CN(CCC1)C1=CC(=NC=C1C=1C=NN(C1)C(F)F)NC1=NC(=C(C=C1)S(=O)(=O)C)C1=C(C=CC=C1OC)F 4-((S)-3-aminopiperidin-1-yl)-5-(1-(difluoromethyl)-1H-pyrazol-4-yl)-N-(6-(2-fluoro-6-methoxyphenyl)-5-(methylsulfonyl)pyridin-2-yl)pyridin-2-amine hydrochloride